C(C)(C)(C)NCC t-butyl-(ethyl)amine